FC(OC1=CC=C(C=C1)N1C(C(=CC2=C1N=C(N=C2)OCC)C=2C=CC1=C(N(C=N1)CCO)C2)=O)F 8-(4-(difluoromethoxy)phenyl)-2-ethoxy-6-(1-(2-hydroxyethyl)-1H-benzo[d]imidazol-6-yl)pyrido[2,3-d]pyrimidin-7(8H)-one